COC1C2C=CC(C1OC)C2 exo-5,6-dimethoxy-norbornene